4-[(1,3-Benzothiazol-2-ylsulfanyl)methyl]-6-tert-butyl-2H-chromen-2-one S1C(=NC2=C1C=CC=C2)SCC2=CC(OC1=CC=C(C=C21)C(C)(C)C)=O